2-[2-cyclopropyl-6-(oxacyclohexen-4-ylmethoxy)pyridine-4-carbonyl]-1,3-dihydroisoindole-5-carboxylic acid C1(CC1)C1=NC(=CC(=C1)C(=O)N1CC2=CC=C(C=C2C1)C(=O)O)OCC1OC=CCC1